(R)-2,4-dimethyl-6-(piperidin-3-ylmethyl)pyrimidine CC1=NC(=CC(=N1)C)C[C@@H]1CNCCC1